N-(5-Fluoro-2-methyl-3-(6-(6-(3-(piperazin-1-yl)propoxy)pyridin-3-yl)-7H-pyrrolo[2,3-d]pyrimidin-4-yl)phenyl)-3-hydroxy-3-neopentylazetidine-1-carboxamide FC=1C=C(C(=C(C1)NC(=O)N1CC(C1)(CC(C)(C)C)O)C)C=1C2=C(N=CN1)NC(=C2)C=2C=NC(=CC2)OCCCN2CCNCC2